(2R)-ethylene oxide C1CO1